N,N,3-trimethyl-4-((7-methyl-8-oxo-9-(tetrahydro-2H-pyran-4-yl)-8,9-dihydro-7H-purin-2-yl)amino)benzamide CN(C(C1=CC(=C(C=C1)NC1=NC=C2N(C(N(C2=N1)C1CCOCC1)=O)C)C)=O)C